C(C)(C)N1N=C(N=C1C1=CC=CC=C1)C=1C=C2CN(C(C2=CC1)=O)C1C(NC(CC1)=O)=O 3-(5-(1-isopropyl-5-phenyl-1H-1,2,4-triazol-3-yl)-1-oxoisoindolin-2-yl)piperidine-2,6-dione